C(C1=CC=CC=C1)S(=O)(=O)OCC1=C(C=CC(=C1)[N+](=O)[O-])[N+](=O)[O-] 2,5-dinitrobenzyl toluenesulfonate